BrC=1C=C(C(=NC1)NCC1=CC(=C(C=C1)OCC1=CC=C(C=C1)OC)OC)N 5-bromo-N2-(3-methoxy-4-(4-methoxybenzyloxyl)benzyl)pyridine-2,3-diamine